(S)-N-((4,4-Difluorocyclohexyl)(5-formyl-1H-benzo[d]imidazol-2-yl)methyl)-1-methyl-1H-pyrazole-5-carboxamide FC1(CCC(CC1)[C@H](NC(=O)C1=CC=NN1C)C1=NC2=C(N1)C=CC(=C2)C=O)F